rac-methyl 3-[2-(2-carbamoylbenzothiophen-3-yl)morpholin-4-yl]sulfonylbenzoate C(N)(=O)C=1SC2=C(C1[C@@H]1CN(CCO1)S(=O)(=O)C=1C=C(C(=O)OC)C=CC1)C=CC=C2 |r|